COC(CC)C1=NC(=NO1)C1=CC=C(C=C1)C#CC1=CC=NC=C1 5-(1-methoxypropyl)-3-(4-(pyridin-4-ylethynyl)phenyl)-1,2,4-oxadiazole